3-ethoxycarbonyl-2,8-diazaspiro[4.5]decane-8-carboxylic acid tert-butyl ester C(C)(C)(C)OC(=O)N1CCC2(CC(NC2)C(=O)OCC)CC1